3-((2S)-3-(8-(2-chlorophenylsulphonyl)-1-oxa-8-azaspiro[4.5]decan-3-ylamino)-2-hydroxypropoxy)-N-methylbenzenesulphonamide ClC1=C(C=CC=C1)S(=O)(=O)N1CCC2(CC(CO2)NC[C@@H](COC=2C=C(C=CC2)S(=O)(=O)NC)O)CC1